C1(CC1)C1=NC=2CNCCC2C=C1NC1=NC=C(C(=N1)C1=CC2=C(C(N(CCS2(=O)=O)C2COC2)=O)S1)C(F)(F)F 7-(2-((2-cyclopropyl-5,6,7,8-tetrahydro-1,7-naphthyridin-3-yl)amino)-5-(trifluoromethyl)pyrimidin-4-yl)-4-(oxetan-3-yl)-3,4-dihydrothieno[2,3-f][1,4]thiazepin-5(2H)-one 1,1-dioxide